4'-bromo-4-chloro-1,1':2',1''-terphenyl BrC=1C=C(C(=CC1)C1=CC=C(C=C1)Cl)C1=CC=CC=C1